tert-Butyl ((E)-1-((8-(1-ethyl-3-(trifluoromethyl)-1H-pyrazol-4-yl)-3-((E)-4-fluoro-3-hydroxybenzylidene)-4-oxochroman-6-yl)methyl)-3-methyl-1,3-dihydro-2H-imidazol-2-ylidene)carbamate C(C)N1N=C(C(=C1)C=1C=C(C=C2C(/C(/COC12)=C/C1=CC(=C(C=C1)F)O)=O)CN1\C(\N(C=C1)C)=N\C(OC(C)(C)C)=O)C(F)(F)F